CC1=NN(C(=C1)C(F)(F)F)C1=CC=C(CC=2NC=CC2C2=C(C=CC=C2)OC)C=C1 (4-(3-methyl-5-(trifluoromethyl)-1H-pyrazol-1-yl)benzyl)-3-(2-methoxyphenyl)pyrrole